FC1=CC=C2C=C(NC(C2=C1)=O)C1CN(CC1)C1CCN(CC1)C=1C=CC(=NC1)C(=O)NC 5-(4-(3-(7-fluoro-1-oxo-1,2-dihydro-isoquinolin-3-yl)pyrrolidin-1-yl)piperidin-1-yl)-N-methylpyridineamide